(3,4-difluoro-2-methoxy-phenyl)-4,5,5-trimethyl-tetrahydrofuran-2-ol FC=1C(=C(C=CC1F)C1(OC(C(C1)C)(C)C)O)OC